triphenyl-4-vinyl-benzyl-phosphonium chloride [Cl-].C1(=CC=CC=C1)[P+](CC1=CC=C(C=C1)C=C)(C1=CC=CC=C1)C1=CC=CC=C1